C[C@@H]1N([C@@H](CCC1)C)CC(F)(F)F cis-2,6-dimethyl-1-(2,2,2-trifluoroethyl)-piperidin